9-benzyl-2,6-dichloro-9H-purine C(C1=CC=CC=C1)N1C2=NC(=NC(=C2N=C1)Cl)Cl